CN1C(=NN=C1COC1=CC(=CC=C1)C(C)C)[C@@H]1CC[C@H](CC1)N1N=NC=C1 1-[trans-4-(4-methyl-5-{[3-(propan-2-yl)phenoxy]methyl}-4H-1,2,4-triazol-3-yl)cyclohexyl]-1H-1,2,3-triazole